8-cyclopentyl-N-(3-fluoro-5-(1-(furan-3-yl)-1H-pyrazol-4-yl)benzyl)-7H-purine-6-carboxamide C1(CCCC1)C1=NC2=NC=NC(=C2N1)C(=O)NCC1=CC(=CC(=C1)C=1C=NN(C1)C1=COC=C1)F